3-(5-(1-(2-(4-(4-((4-([1,1'-biphenyl]-3-yl)-5-chloropyrimidin-2-yl)amino)piperidine-1-carbonyl)piperidin-1-yl)ethyl)piperidin-4-yl)-1-oxoisoindolin-2-yl)piperidine-2,6-dione C1(=CC(=CC=C1)C1=NC(=NC=C1Cl)NC1CCN(CC1)C(=O)C1CCN(CC1)CCN1CCC(CC1)C=1C=C2CN(C(C2=CC1)=O)C1C(NC(CC1)=O)=O)C1=CC=CC=C1